CN1C(N(CC1)C)=S 1,3-dimethylimidazolidine-2-thione